CC1=CC=C(C=C1)S(=O)(=O)OCC1=CC(=CC=C1)NC(=O)OC(C)(C)C 3-((tertbutoxycarbonyl) amino)benzyl 4-methylbenzenesulfonate